CC=1C=C(CNC(=O)C2=CN=C(S2)N2CCC(CC2)N2C[C@@H](CCC2)C)C=CC1 N-(3-methylbenzyl)-2-[(3R)-3-methyl-[1,4'-bipiperidine]-1'-yl]-1,3-thiazole-5-carboxamide